(R)-6-chloro-4-((cyanomethyl)amino)-N-(2-fluoro-3-hydroxy-3-methylbutyl)nicotinamide ClC1=NC=C(C(=O)NC[C@H](C(C)(C)O)F)C(=C1)NCC#N